N-((3R,4S)-3-((R)-3-Methylpyrrolidin-1-Yl)Chroman-4-Yl)-6-(Trifluoromethyl)-7H-Pyrrolo[2,3-D]Pyrimidin-4-Amine C[C@H]1CN(CC1)[C@H]1COC2=CC=CC=C2[C@@H]1NC=1C2=C(N=CN1)NC(=C2)C(F)(F)F